C1(=CC=CC2=CC=CC=C12)C1=CC=CC2=CC=CC=C12 r-binaphthyl